C(=C)P([O-])(=O)N S-cis-ethenylphosphonamidate